Ethyl 9-oxo-1,4-dioxaspiro[4.6]undecane-8-carboxylate O=C1C(CCC2(OCCO2)CC1)C(=O)OCC